CS(=O)(=O)C1=CC=C(C=C1)NCC1=CC=C(C=C1)C=1N(C2=CC=CC(=C2C1)NC1CCS(CC1)(=O)=O)CC(F)(F)F 4-{[2-(4-{[(4-methanesulfonylphenyl)amino]methyl}phenyl)-1-(2,2,2-trifluoroethyl)-1H-indol-4-yl]amino}-1λ6-thiane-1,1-dione